CSC1=CC=C(C=C1)C(C(C)N1CCOCC1)=O 4-(methylthio)phenyl-2-morpholino-propan-1-one